C(C1=CC=CC=C1)OC1=C(C(=CC(=C1)C(F)F)O)C(=O)N1CC2=C(C=C(C=C2CC1)OC)N[C@@H]1COCC1 (S)-(2-(Benzyloxy)-4-(difluoromethyl)-6-hydroxyphenyl)(6-methoxy-8-((tetrahydrofuran-3-yl)amino)-3,4-dihydroisoquinolin-2(1H)-yl)methanone